3,4-dihydrobenzo[1,4]oxazine O1CCNC2=C1C=CC=C2